OC[C@@]1(N2C(C[C@@H](C1=O)CC2)(C)C)COC (1R,2R,4S)-2-(hydroxymethyl)-2-(methoxymethyl)-6,6-dimethylquinuclidin-3-one